C(C(=C)C)(=O)OC1=C(C=CC=C1)I iodophenyl methacrylate